vinyl-dihydroxythiophene C(=C)C=1C(=C(SC1)O)O